4,5-dimethylfuran CC=1C=COC1C